4-(4-fluoro-3-(4-(trifluoromethyl)phenyl)-1H-indazol-1-yl)-1-((2-(2-hydroxyethoxy)pyrimidin-4-yl)methyl)pyridin-2(1H)-one FC1=C2C(=NN(C2=CC=C1)C1=CC(N(C=C1)CC1=NC(=NC=C1)OCCO)=O)C1=CC=C(C=C1)C(F)(F)F